Perfluorononyl iodide FC(C(C(C(C(C(C(C(C(F)(F)F)(F)F)(F)F)(F)F)(F)F)(F)F)(F)F)(F)F)(F)I